NCCC=1C=C2C=CC(=CC2=CC1)C(=O)N1CCN(CC1)CCCO (6-(2-aminoethyl)naphthalen-2-yl)(4-(3-hydroxypropyl)piperazin-1-yl)methanone